COC1=C(C=CC(=C1)[N+](=O)[O-])CC(=O)O 2-(2-methoxy-4-nitrophenyl)acetic acid